C(C)(C)(C)OC(=O)N(C)CC=1C=C(OCCN2C=CC3=CC=C(C=C23)C(=O)OC)C=CC1 methyl 1-(2-(3-(((tert-butoxycarbonyl)(methyl)amino)methyl)phenoxy)ethyl)-1H-indole-6-carboxylate